(E)-N-cyclobutyl-3-(3,7-dimethylocta-2,6-dien-1-yl)-2,4-dihydroxy-6-pentylbenzenesulfonamide C1(CCC1)NS(=O)(=O)C1=C(C(=C(C=C1CCCCC)O)C\C=C(\CCC=C(C)C)/C)O